N1[13CH]=CC2=CC=CC=C12 indole-13C